FC=1C(=CC2=C(N(C(N2C)=O)C2CNCCC2)C1)C1CCN(CC1)CC1CCNCC1 3-[6-fluoro-3-methyl-2-oxo-5-[1-(4-piperidylmethyl)-4-piperidyl]benzimidazol-1-yl]piperidine